tert-butyl-(2R,5S)-2-(hydroxymethyl)-5-((2-oxo-1,2,3,4-tetrahydroquinolin-7-yl)oxy)piperidine C(C)(C)(C)N1[C@H](CC[C@@H](C1)OC1=CC=C2CCC(NC2=C1)=O)CO